C(C1=C2C=CC(=CC2=CC=C1O)C(=O)OC)C1=C2C=CC(=CC2=CC=C1O)C(=O)OC dimethyl 5,5'-methylenebis(6-hydroxy-2-naphthoate)